N-(3-(methylsulfonamido)phenyl)-4-(pyrimidin-5-yl)thiophene-2-carboxamide CS(=O)(=O)NC=1C=C(C=CC1)NC(=O)C=1SC=C(C1)C=1C=NC=NC1